(R)-3-((trans)-4-(1H-Pyrazol-1-yl)cyclohexyl)-7-(4-chloro-3-(trifluoromethyl)benzoyl)-2-(isopropylamino)-6-methyl-5,6,7,8-tetrahydropyrido[3,4-d]pyrimidin-4(3H)-one N1(N=CC=C1)[C@@H]1CC[C@H](CC1)N1C(=NC2=C(C1=O)C[C@H](N(C2)C(C2=CC(=C(C=C2)Cl)C(F)(F)F)=O)C)NC(C)C